C(C)(C)(C)OC(N[C@@H]1CC[C@H](CC1)OCCCO)=O (trans-4-(3-hydroxypropoxy)cyclohexyl)carbamic acid tert-butyl ester